Bis(3,5-di-tert-butyl-4-hydroxylphenyl)adipat C(C)(C)(C)C=1C=C(C=C(C1O)C(C)(C)C)OC(CCCCC(=O)OC1=CC(=C(C(=C1)C(C)(C)C)O)C(C)(C)C)=O